CN1N=C(C(=C1C(=O)OCC)C)C ethyl 1,3,4-trimethylpyrazole-5-carboxylate